1-cyclopentyl-3-methyl-6-((4-methylpyridin-3-yl)amino)-1,3-dihydro-2H-imidazo[4,5-c]pyridin-2-one C1(CCCC1)N1C(N(C=2C=NC(=CC21)NC=2C=NC=CC2C)C)=O